OC1=CC=C(C)C=C1 p-hydroxytoluene